(E)-2-((3,4-dihydroxy-phenethyl)amino)-2-oxoethyl 3,7-dimethylocta-2,6-dienoate C\C(=C/C(=O)OCC(=O)NCCC1=CC(=C(C=C1)O)O)\CCC=C(C)C